Tert-butyl ((1r,3r)-3-(4-(2-(4-((2-(2H-1,2,3-triazol-2-yl)pyrimidin-5-yl)oxy)phenyl)propan-2-yl)phenoxy)cyclobutyl)carbamate N=1N(N=CC1)C1=NC=C(C=N1)OC1=CC=C(C=C1)C(C)(C)C1=CC=C(OC2CC(C2)NC(OC(C)(C)C)=O)C=C1